O=C(CC(C)NP(=O)(OC1=CC=CC=C1)CC1=CC2=C(SC(=C2)C(=O)O)C=C1)OCCC 5-((((4-oxo-4-propoxybutan-2-yl)amino)(phenoxy)phosphoryl)methyl)benzo[b]thiophene-2-carboxylic acid